4-[2-(1-tert-butoxycarbonyl-4-piperidinyl)-2-oxo-ethyl]piperazine-1-carboxylic acid benzyl ester C(C1=CC=CC=C1)OC(=O)N1CCN(CC1)CC(=O)C1CCN(CC1)C(=O)OC(C)(C)C